C(#N)C=1C=C(C(=O)N2C3=C(C4=CC=CC(=C24)C(=O)O)CCCC(C3)CCCCCC)C=CC1 5-(3-cyanobenzoyl)-7-hexyl-5H,6H,7H,8H,9H,10H-cyclohepta[b]indole-4-carboxylic acid